C(C=C)C1=NC=CC=C1 2-allyl-pyridine